imidazo[1,5-a]Pyridine-3-carboxylic acid ethyl ester C(C)OC(=O)C1=NC=C2N1C=CC=C2